CC1=CC=C(C=C1)N1C(NC=C(C1=O)C(=O)OCC)=O ethyl 3-(4-methylphenyl)-2,4-dioxo-1,2,3,4-tetrahydropyrimidine-5-carboxylate